C(#N)C1=C(NC(C(=O)OC)C2CC2)C=CC=C1C1CC1 methyl 2-(2-cyano-3-cyclopropyl-anilino)-2-cyclopropyl-acetate